3-nitro-L-tyrosine-d3 [2H]C1=C(C(=C(C(=C1C[C@@H](C(=O)O)N)[2H])[N+](=O)[O-])O)[2H]